7-(hydroxymethyl)-2-methyl-oxazolo[4,5-c]quinolin-4(5H)-one OCC=1C=CC=2C3=C(C(NC2C1)=O)N=C(O3)C